ClC1=C(CNC(=O)[C@]2(C=3C=CC=NC3C(CC2)=O)F)C=CC(=C1)C(F)(F)F (S)-N-(2-chloro-4-(trifluoromethyl)benzyl)-5-fluoro-8-oxo-5,6,7,8-tetrahydroquinoline-5-carboxamide